N-allyl-2-chloro-N-(2-cyano-4-fluorophenyl)-5-nitrobenzamide C(C=C)N(C(C1=C(C=CC(=C1)[N+](=O)[O-])Cl)=O)C1=C(C=C(C=C1)F)C#N